C(\C=C\C)N (E)-but-2-en-1-amine